but-2-yne-1,4-diyl bis(3-mercaptopropanoate) SCCC(=O)OCC#CCOC(CCS)=O